C1(CC1)C1=C(C(=CC(=C1)OC(F)F)C(C)C)NC(=O)N=[S@](=O)(N)C1=CC=C(C=C1)CN(C)C (R)-N'-(2-cyclopropyl-4-(difluoromethoxy)-6-isopropylphenylcarbamoyl)-4-((dimethylamino)methyl)-benzene-sulfonimidamide